O=C1NC(CCC1N1C(C2=CC=C(C=C2C1=O)N1CCN(CC1)CCN1CCC(CC1)OC1=CC=C(C=C1)\C(=C(\CC)/C1=CC=CC=C1)\C1=CC=C(C=C1)O)=O)=O (Z)-2-(2,6-dioxopiperidin-3-yl)-5-(4-(2-(4-(4-(1-(4-hydroxyphenyl)-2-phenylbut-1-en-1-yl)phenoxy)piperidin-1-yl)ethyl)piperazin-1-yl)isoindoline-1,3-dione